phosphinoyl-nonane [PH2](=O)CCCCCCCCC